3-(7-methoxy-5-methyl-1-oxoisoindolin-2-yl)piperidine-2,6-dione COC=1C=C(C=C2CN(C(C12)=O)C1C(NC(CC1)=O)=O)C